(R)-4-(3-((6-morpholinopyrimidin-4-yl)amino)piperidin-1-yl)pyridin-2-ol methyl-(R)-piperidine-2-carboxylate hydrochloride Cl.CN1[C@H](CCCC1)C(=O)OC1=NC=CC(=C1)N1C[C@@H](CCC1)NC1=NC=NC(=C1)N1CCOCC1